N[C@H](C(=O)OC)CC1=CC(=NO1)OCC1=C(C=C(C=C1)OC)OC Methyl (S)-2-amino-3-(3-((2,4-dimethoxybenzyl)oxy)isoxazol-5-yl)propanoate